ClC1=C(C=CC=2C3=C(NC12)CCN([C@H]3C)C(=O)C3=NC=C(C=N3)OCCOC)Cl (S)-(6,7-dichloro-1-methyl-1,3,4,5-tetrahydro-2H-pyrido[4,3-b]indol-2-yl)(5-(2-methoxyethoxy)pyrimidin-2-yl)methanone